BrC1=C(NC=2C1=NC=1CN(CCC1C2)C(=O)OC(C)(C)C)C2=CC(=NC(=C2)C)C tert-Butyl 3-bromo-2-(2,6-dimethylpyridin-4-yl)-1,5,7,8-tetrahydro-6H-pyrrolo[3,2-b][1,7]naphthyridine-6-carboxylate